COC=1C=C2C=CC(=NC2=CC1)SC=1N=C2C(=NC1)NC(=N2)N2CCC(CC2)(N)C 1-(5-((6-methoxyquinolin-2-yl)thio)-1H-imidazo[4,5-b]pyrazin-2-yl)-4-methylpiperidin-4-amine